2,6-difluoro-4-((trimethylsilyl)ethynyl)aniline FC1=C(N)C(=CC(=C1)C#C[Si](C)(C)C)F